3-methyl-4-hydroxy-5-tert-butyl-benzoic acid CC=1C=C(C(=O)O)C=C(C1O)C(C)(C)C